(S)-8'-(difluoromethoxy)-6'-(trifluoromethyl)-3'H-spiro[chromane-4,2'-imidazo[1,2-a]pyridine]-8-carbaldehyde FC(OC=1C=2N(C=C(C1)C(F)(F)F)C[C@]1(N2)CCOC2=C(C=CC=C21)C=O)F